COC=1C(=NN(C1SCC1=CC=C(C=C1)CN)C(=O)C=1N=CSC1)C1C(CN(CC1)C(=O)N1CCOCC1)C(F)(F)F {4-[({4-Methoxy-3-[1-(morpholin-4-carbonyl)-3-(trifluoromethyl)piperidin-4-yl]-1-(1,3-thiazol-4-carbonyl)-1H-pyrazol-5-yl}sulfanyl)methyl]phenyl}methanamin